N1(C=NC=C1)C=1C=C(CN(C2=CC(=CC=C2)OCCOCCOC2=CC(=CC=C2)OC)CC2=CC(=CC=C2)OC)C=CC1 N-(3-(1H-imidazol-1-yl)benzyl)-N-(3-methoxybenzyl)-3-(2-(2-(3-methoxyphenoxy)ethoxy)ethoxy)aniline